C(C)OC(C(CC)C1C(C(=C(C(=C1)O)CC)O)=O)=O 3,5-dihydroxyl-2,4-diethyl-oxo-phenylacetic acid ethyl ester